FC1=CC=C(C=C1)C([C@@H]1CN(CCC1)S(=O)(=O)NC1=CC=C(C=C1)OC(F)(F)F)C1=CC=C(C=C1)F (R)-3-(bis(4-fluorophenyl)methyl)-N-(4-(trifluoromethoxy)phenyl)piperidine-1-sulfonamide